Cl.C(C1=CC=CC=C1)=C1C(NC(C(N1)=O)=CC=1N=C(NC1C(C)C)C(CC)C1NCCOC1)=O 3-benzylidene-6-((5-isopropyl-1-(3-morpholinyl)propylimidazol-4-yl)methylene)piperazine-2,5-Dione, hydrochloride